methyl 3-(2-(benzo[d]thiazol-2-yl)-2-(phenylsulfonamido)ethyl)benzimidothioate S1C(=NC2=C1C=CC=C2)C(CC=2C=C(C(=N)SC)C=CC2)NS(=O)(=O)C2=CC=CC=C2